tert-butyl-3-(7-(2-amino-3-cyano-7-fluorobenzo[b]thiophen-4-yl)-2-(2,2-dimethoxy ethoxy)-8-fluoro-6-(trifluoromethyl)quinazolin-4-yl)-3,8-diazabicyclo[3.2.1]octane-8-carboxylate C(C)(C)(C)OC(=O)N1C2CN(CC1CC2)C2=NC(=NC1=C(C(=C(C=C21)C(F)(F)F)C2=CC=C(C=1SC(=C(C12)C#N)N)F)F)OCC(OC)OC